NCCCNCCNCCNCC 1,5,8,11-tetraazatridecane